tetradecyl-(trihexyl)ammonium C(CCCCCCCCCCCCC)[N+](CCCCCC)(CCCCCC)CCCCCC